COC(CCCCCOCCOCCOCCCCCCOC1=CC(=C(C=C1)F)CNC(=O)OC(C)(C)C)=O.OCCCCC1(C2=CC=CC=C2C=2C=CC=CC12)CCCCO 9,9-Bis(4-hydroxybutyl)fluorene methyl-6-(2-(2-((6-(3-(((tert-butoxycarbonyl)amino)methyl)-4-fluorophenoxy)hexyl)oxy)ethoxy)ethoxy)hexanoate